C(CCCCCCCCCCCCCCCCC)(=O)[SiH3] stearoyl-silane